C(C)OC(=O)C1CCC(CC1)N1CCN(CC1)C(=O)OCC1=CC=CC=C1 Benzyl 4-((1r,4r)-4-(ethoxycarbonyl)cyclohexyl)piperazine-1-carboxylate